FC(OC=1C=C(C=CC1)N1C(C2=CC=CC=C2C1)=O)(F)F 2-(3-(trifluoromethoxy)phenyl)isoindol-1-one